C(C1=CC=CC=C1)OC=1C(=CC(=C(C1)NC(OCC=C)=O)C(=O)N1[C@@H](CC(=CC1)C1=CC=C(C=C1)S(NC)(=O)=O)CO[Si](C)(C)C(C)(C)C)OC allyl (S)-(5-(benzyloxy)-2-(2-(((tert-butyldimethylsilyl)oxy)methyl)-4-(4-(N-methylsulfamoyl)phenyl)-1,2,3,6-tetrahydropyridine-1-carbonyl)-4-methoxyphenyl)carbamate